FC=1C=CC2=C(N=NS2)C1F difluoro-benzothiadiazole